BrC1=C(NC2=CC=CC=C12)C1=NN(C2=NC=NC(=C21)N)C(C)(C)C 3-(3-Bromo-1H-indol-2-yl)-1-(tert-butyl)-1H-pyrazolo[3,4-d]pyrimidin-4-amine